CN(C)CC1=C(C=CC=C1)[Pd-2](Cl)=C1N(C=C2N1C(=CC=C2)C2=C(C=C(C=C2C(C)C)C(C)C)C(C)C)C2=C(C=C(C=C2C(C2=CC=CC=C2)C2=CC=CC=C2)C)C(C2=CC=CC=C2)C2=CC=CC=C2 2-dimethylaminomethylphenyl-[2-(2,6-dibenzhydryl-4-methylphenyl)-5-(2,4,6-triisopropylphenyl)imidazo[1,5-a]pyridin-3-ylidene]chloropalladium(II)